5-(2,4-dichlorophenyl)-2-mercapto-1,3,4-oxadiazole ClC1=C(C=CC(=C1)Cl)C1=NN=C(O1)S